C(C)(C)(C)C=1C=C2C(=CC3=C(C=C(C4=CC(=C(C1)C2=C43)Br)C4=CC=CC=C4)C4=CC=CC=C4)Br 7-tert-butyl-1,3-diphenyl-5,9-dibromopyrene